Cl.Cl.N(=NC(C(=N)N)(C)C)C(C(=N)N)(C)C 2,2'-azobis(2-methylpropionamidin) dihydrochloride